O[C@@]1(C2(C(=C3C(=C(CC3=C1)C)CO)C)CC2)C (S)-6'-hydroxy-3'-(hydroxymethyl)-2',4',6'-trimethylspiro[cyclopropane-1,5'-inden]